(bis(4-methoxybenzyl)amino)-6-propoxyimidazo[1,2-b]pyridazine-3-carbaldehyde COC1=CC=C(CN(CC2=CC=C(C=C2)OC)C=2N=C3N(N=C(C=C3)OCCC)C2C=O)C=C1